1-(1-tert-Butoxycarbonylpyrrolidin-3-yl)-1,2,4-triazole-3-carboxylic acid ethyl ester C(C)OC(=O)C1=NN(C=N1)C1CN(CC1)C(=O)OC(C)(C)C